(S)-Methyl 2-((tert-butoxycarbonyl)amino)-3-(5-(4-((5-chloro-3-fluoropyridin-2-yl)oxy)phenyl)-2H-tetrazol-2-yl)propanoate C(C)(C)(C)OC(=O)N[C@H](C(=O)OC)CN1N=C(N=N1)C1=CC=C(C=C1)OC1=NC=C(C=C1F)Cl